C1(CCCCC1)NC(=O)C1=CC2=C(N=C(S2)N2C[C@@H]3CN(C[C@@H]3C2)C)C=C1 N-cyclohexyl-2-((3ar,6as)-5-methyl-hexahydropyrrolo[3,4-c]pyrrol-2(1H)-yl)benzo[d]thiazole-6-carboxamide